C1(=CC=CC=C1)NCC#CC1=CC=C(C=C1)C(C)=O 1-(4-(3-(phenylamino)prop-1-yn-1-yl)phenyl)ethan-1-one